COC(C1=CC(=CC=C1)NC1=NC2=C(N1C)C=C(C(=C2)C#N)C(F)(F)F)=O.COC(N2CCCCC2)OC 1-(dimethoxymethyl)piperidine methyl-3-(5-cyano-1-methyl-6-(trifluoromethyl)-1H-benzo[d]imidazol-2-ylamino)benzoate